C(C1=CC=CC=C1)NC1=C2N=CN(C2=NC(=N1)C=1C=NC=C(C1)F)[C@H]1[C@@H]([C@@H]([C@H](O1)C(=O)NC)O)O (2S,3S,4R,5R)-5-(6-(benzylamino)-2-(5-fluoropyridin-3-yl)-9H-purin-9-yl)-3,4-dihydroxyl-N-methyltetrahydrofuran-2-carboxamide